NC=1C(=NN(C1C(=O)N)C1=C(C=C(C=C1)CNC(C1=C(C=CC(=C1)F)OC1CC1)=O)OCC)C(C)C 4-amino-1-(4-((2-cyclopropoxy-5-fluorobenzamido)methyl)-2-ethoxyphenyl)-3-isopropyl-1H-pyrazole-5-carboxamide